C(C)(C)(C)OC(=O)N1CC(CCC1)C#C tert-butyl-3-ethynylpiperidine-1-carboxylate